N=1NN=NC1CCC(CCCC)N 1-(2H-tetrazol-5-yl)heptan-3-amine